[Cl-].ClC1=CC=C(C=C1)C1COC2=C(O1)C=CC=C2[NH+]2CCCCC2 2-(4-chlorophenyl)-2,3-dihydrobenzo[b][1,4]dioxin-5-ylpiperidin-1-ium chloride